OCCCC1=CC(=C(C=C1)COC1=C(C=C(C=C1)C1C=2C(NC(C1)=O)=NNC2)OC)C(F)(F)F 4-(4-{[4-(3-hydroxypropyl)-2-(trifluoromethyl)phenyl]Methoxy}-3-methoxyphenyl)-2H,4H,5H,6H,7H-pyrazolo[3,4-b]Pyridin-6-one